4-{1-[1-methyl-2-(3-thienyl)ethyl]-1H-pyrazol-4-yl}-7H-pyrrolo-[2,3-d]pyrimidine CC(CC1=CSC=C1)N1N=CC(=C1)C=1C2=C(N=CN1)NC=C2